(5S,8R,9S,10S,13S,14S,17S)-17-hydroxy-10,13-dimethyltetradecahydro-1H-cyclopenta[a]phenanthren-3(2H)-one O[C@H]1CC[C@H]2[C@@H]3CC[C@H]4CC(CC[C@@]4([C@H]3CC[C@]12C)C)=O